C(CC)C(CCO)(CCC)O 3-propyl-1,3-hexanediol